ClC1=CC(=C(N)C(=C1)OC)OC 4-chloro-2,6-dimethoxyaniline